3-((3-(2-(2-(methylamino)propionamido)ethyl)phenyl)-amino)pyrazine-2-carboxamide CNC(C(=O)NCCC=1C=C(C=CC1)NC=1C(=NC=CN1)C(=O)N)C